2-acetoxy-5-methoxy-aniline C(C)(=O)OC1=C(N)C=C(C=C1)OC